NC1=C(C(NC2=C(C=CC=C12)C=1C(=NN(C1)C)C)=O)C(=O)OCC Ethyl 4-amino-8-(1,3-dimethylpyrazol-4-yl)-2-oxo-1H-quinoline-3-carboxylate